C(#N)C[C@@H]1N(CCN(C1)C=1C2=C(N=C(N1)S(=O)C)CN(CC2)C2=CC=CC1=CC=CC(=C21)C)C(=O)OC(C)(C)C tert-butyl (2S)-2-(cyanomethyl)-4-(7-(8-methylnaphthalen-1-yl)-2-(methylsulfinyl)-5,6,7,8-tetrahydropyrido[3,4-d]pyrimidin-4-yl)piperazine-1-carboxylate